4-chloro-7-{[1-(2-fluorophenyl)-1H-1,2,3-triazol-4-yl]methyl}-5-[4-methoxy-2-(trifluoromethyl)pyrimidin-5-yl]-7H-pyrrolo[2,3-d]pyrimidine ClC=1C2=C(N=CN1)N(C=C2C=2C(=NC(=NC2)C(F)(F)F)OC)CC=2N=NN(C2)C2=C(C=CC=C2)F